The molecule is a dinitrile that is butanedinitrile substituted by 3-hydroxy-4-methoxybenzylidene and 4-methoxybenzyl groups at positions 2 and 3 respectively. Isolated from the culture broth of the fungus Neosartorya fischeri, it exhibits antifungal activity. It has a role as an antifungal agent and a fungal metabolite. It is a dinitrile and a member of guaiacols. COC1=CC=C(C=C1)CC(C#N)/C(=C/C2=CC(=C(C=C2)OC)O)/C#N